Cl.ClC1=C(C=CC=C1C1=CC(=CC=C1)Cl)[C@@]1(CC(N(C(N1)=N)[C@H]1[C@@H](COCC1)O)=O)C |o1:22,23| (6S)-6-[2-Chloro-3-(3-chloro-phenyl)phenyl]-3-[(3S*,4R*)-3-hydroxytetrahydropyran-4-yl]-2-imino-6-methylhexahydro-pyrimidin-4-one hydrochloride